6-methoxy-2-methylquinoline COC=1C=C2C=CC(=NC2=CC1)C